O1N=C(C2=C1C=CC=C2)C2=C(C=CC=C2)[C@H](CC2=C(C=CC(=N2)C(=O)N(C)C)F)N[S@@](=O)C(C)(C)C 6-{(S)-2-[2-(Benzo[d]isoxazol-3-yl)phenyl]-2-[((S)-tert-butylsulfinyl)amino]ethyl}-5-fluoro-N,N-dimethylpyridine-2-carboxamide